CC1(OB(OC1(C)C)C1=CC(=CC=C1)C1=CC=CC=2C3=CC=CC=C3C3(C12)CCCCC3)C 4,4,5,5-tetramethyl-2-(3-(spiro[cyclohexane-1,9'-fluoren]-1'-yl)phenyl)-1,3,2-dioxaborolane